7-chloro-5-fluoroisoindolin-1-one ClC=1C=C(C=C2CNC(C12)=O)F